N-((6-methoxy-1-methyl-1H-benzimidazol-7-yl)-methyl)-5-methylthiophene-3-carboxamide COC=1C=CC2=C(N(C=N2)C)C1CNC(=O)C1=CSC(=C1)C